1H-1,2,3-triazole-4-nitrile N1N=NC(=C1)C#N